C(C)(C)(C)NC=1C(C(C1NCC1=C(C=C(C=C1)C1=NOC(=N1)C(F)(F)F)F)=O)=O 3-(tert-butylamino)-4-((2-fluoro-4-(5-(trifluoromethyl)-1,2,4-oxadiazol-3-yl)benzyl)amino)cyclobut-3-ene-1,2-dione